FC1(CCC(CC1)[NH2+]CC(NC1=C(C=C(C=C1)[C@H](C)[C@H](C(=O)N1CCN(CC1)C)NC(CC)=O)F)=O)F (S)-(4,4-Difluorocyclohexyl)({2-fluoro-4-[(2S,3R)-4-(4-methylpiperazin-1-yl)-4-oxo-3-propanamidobutan-2-yl]phenyl}carbamoyl)methylammonium